FC(S(=O)(=O)NC1=C(C=C(C=C1)B1OC(C(O1)(C)C)(C)C)OC(C)C)F 1,1-difluoro-N-(2-isopropoxy-4-(4,4,5,5-tetramethyl-1,3,2-dioxaborolan-2-yl)phenyl)methanesulfonamide